2,5-dioxopyrrolidin-1-yl 4-((2-(2,6-dioxopiperidin-3-yl)-1,3-dioxoisoindolin-4-yl)amino)butanoate O=C1NC(CCC1N1C(C2=CC=CC(=C2C1=O)NCCCC(=O)ON1C(CCC1=O)=O)=O)=O